6-Isopropoxy-2-(1-methyl-2-oxabicyclo[2.2.2]oct-4-yl)-2H-indazole-5-carboxylic acid C(C)(C)OC=1C(=CC2=CN(N=C2C1)C12COC(CC1)(CC2)C)C(=O)O